C(C)C1=NC=C(C(=O)N2C3CN(CC2C3)C3=CC=C(C=N3)C=3C=2N(C=C(C3)OCC(C)(C)O)N=CC2C#N)C=C1 4-(6-(6-(6-ethylnicotinoyl)-3,6-diazabicyclo[3.1.1]heptan-3-yl)pyridin-3-yl)-6-(2-hydroxy-2-methylpropoxy)pyrazolo[1,5-a]pyridine-3-carbonitrile